[3-(dimethylamino) propyl]-13-methyl-8-oxo-6-{5-[(1-oxoheptyl) oxy] pentyl}-9,13-diaza-7-oxatetradec-1-yl heptanoate C(CCCCCC)(=O)OCCCCCC(OC(NCCCN(CCCCN(C)C)C)=O)CCCCCOC(CCCCCC)=O